2-methyl-N-(5-methyl-2-(trifluoromethyl)-6,7-dihydro-5H-cyclopenta[b]pyridin-5-yl)propane-2-sulfinamide CC(C)(C)S(=O)NC1(CCC2=NC(=CC=C21)C(F)(F)F)C